4-((2-((5-cyclopropyl-1-methyl-2-oxo-1,2-dihydropyridin-3-yl)amino)-1-methyl-1H-benzo[d]imidazol-6-yl)oxy)-N-methylpicolinamide C1(CC1)C=1C=C(C(N(C1)C)=O)NC1=NC2=C(N1C)C=C(C=C2)OC2=CC(=NC=C2)C(=O)NC